octyl phosphate triethanolamine salt N(CCO)(CCO)CCO.P(=O)(OCCCCCCCC)(O)O